1-(4-methylpiperidin-1-yl)-1-{3-methoxy-4-[2-(4-methylpiperazin-1-yl)ethoxy]benzyl}-3-(4-trifluoromethoxyphenyl)urea CC1CCN(CC1)N(C(=O)NC1=CC=C(C=C1)OC(F)(F)F)CC1=CC(=C(C=C1)OCCN1CCN(CC1)C)OC